BrC1=C2C(=NC(=C1)Cl)C(=NN2COCC[Si](C)(C)C)NC2COC2 7-bromo-5-chloro-N-(oxetan-3-yl)-1-((2-(trimethylsilyl)ethoxy)methyl)-1H-pyrazolo[4,3-b]pyridin-3-amine